FC(C(C(F)(F)F)OC(=O)N1CCN(CC1)CC1=C(C=C(C=C1)C(F)(F)F)OC(C(=O)OC(C)(C)C)(C)C)(F)F 4-(2-((1-(tert-butoxy)-2-methyl-1-oxopropan-2-yl)oxy)-4-(trifluoromethyl)benzyl)piperazine-1-carboxylic acid 1,1,1,3,3,3-hexafluoropropan-2-yl ester